2-ethyl-2-(2-methylpropyl)-1,3-propanediol C(C)C(CO)(CO)CC(C)C